C(C1=CC=CC=C1)OCC=1N(C(N(N1)C=1C=C2C(=COC(C2=CC1C)=O)C(=C)C)=O)CC 5-((benzyloxy)methyl)-4-ethyl-2-(7-methyl-1-oxo-4-(prop-1-en-2-yl)-1H-isochromen-6-yl)-2,4-dihydro-3H-1,2,4-triazol-3-one